(2S)-6-oxopiperidine-2-carboxylic acid O=C1CCC[C@H](N1)C(=O)O